C(C1=CC=CC=C1)OC1=NC(=CC=C1N1CCOC2=C1C=CC(=C2)[N+](=O)[O-])OCC2=CC=CC=C2 4-(2,6-dibenzyloxy-3-pyridinyl)-7-nitro-2,3-dihydro-1,4-benzoxazine